C(C)(C)(C)C=1OC(=CC(C1)=C(C#N)C#N)\C=C\C=1C=C2C(CCN3C2=C(C1)C(CC3)(C)C)(C)C (E)-2-(2-(tert-butyl)-6-(2-(1,1,7,7-tetramethyl-2,3,6,7-tetrahydro-1H,5H-pyrido[3,2,1-ij]quinolin-9-yl)vinyl)-4H-pyran-4-ylidene)malononitrile